[Sn].[Zn].[In] Indium-Zinc-Tin